S(=O)(=O)(O)C(C(=O)[O-])CC(=O)N sulfo-succinamate